2-mercaptomethylbenzoimidazole zinc salt [Zn].SCC=1NC2=C(N1)C=CC=C2